3-([1,2,4]triazolo[1,5-a]pyridin-6-yl)-5-(pyrimidin-2-yl)thieno[3,2-b]pyridine N=1C=NN2C1C=CC(=C2)C2=CSC=1C2=NC(=CC1)C1=NC=CC=N1